N-(2-amino-2-methylpropyl)-6-(6-fluoro-1H-indol-2-yl)pyrazine-2-carboxamide NC(CNC(=O)C1=NC(=CN=C1)C=1NC2=CC(=CC=C2C1)F)(C)C